(R)-2-(9-(pyridin-2-yl)-6-oxaspiro[4.5]dec-9-yl)acetonitrile N1=C(C=CC=C1)[C@@]1(CCOC2(CCCC2)C1)CC#N